6-(2-methoxyethoxy)quinoline-4-carboxylic acid COCCOC=1C=C2C(=CC=NC2=CC1)C(=O)O